Tert-butyl 2-(aminomethyl)-6-(((tert-butoxycarbonyl)(cyclobutylmethyl)amino)methyl)-1H-indole-1-carboxylate NCC=1N(C2=CC(=CC=C2C1)CN(CC1CCC1)C(=O)OC(C)(C)C)C(=O)OC(C)(C)C